ClC1=C(C=C2CCN(C2=C1)C1=NC=NC2=CC=C(C=C12)B1OC(C(O1)(C)C)(C)C)F 4-(6-chloro-5-fluoroindolin-1-yl)-6-(4,4,5,5-tetramethyl-1,3,2-dioxaborolan-2-yl)quinazoline